BrC1=NN(C=C1)C1=CC(=CC=C1)Cl 3-Bromo-1-(3-chlorophenyl)-1H-pyrazole